C(C=1C(O)=CC=CC1)=O.C(C=1C(O)=CC=CC1)=O.[Co+2] cobalt (II) bis-salicylaldehyde